C1(=CC=CC=2OC3=C(C21)C=CC=C3)O Dibenzo[b,d]furan-1-ol